2-cyclopropyl-N-[1-(3-pyrazin-2-ylpyrazin-2-yl)ethyl]-6-(trifluoromethyl)pyridine-4-carboxamide C1(CC1)C1=NC(=CC(=C1)C(=O)NC(C)C1=NC=CN=C1C1=NC=CN=C1)C(F)(F)F